3-[tert-butyl(diphenyl)silyl]oxypentanedial [Si](C1=CC=CC=C1)(C1=CC=CC=C1)(C(C)(C)C)OC(CC=O)CC=O